2,4,4,5,7,7,8,10,10,11,13,13,14,14,15,15,15-Heptadecafluoro-2,5,8,11-tetrakis(trifluoromethyl)-3,6,9,12-tetraoxapentadecan-1-ol FC(CO)(OC(C(OC(C(OC(C(OC(C(C(F)(F)F)(F)F)(F)F)(C(F)(F)F)F)(F)F)(C(F)(F)F)F)(F)F)(C(F)(F)F)F)(F)F)C(F)(F)F